FC1=NC=C(C=C1C1N(N2C(N=CC=C2)=C1)[C@H]1C(NC2=C(C(=N1)C1=CC=CC=C1)C=CC=C2F)=O)C 2-(2-Fluoro-5-methylpyridin-3-yl)-N-[(3S)-9-fluoro-2-oxo-5-phenyl-1,3-dihydro-1,4-benzodiazepin-3-yl]pyrazolo[1,5-a]pyrimidine